OC=1C(=C(C(=NC1C)NC(OCCOC)=O)C)C 2-Methoxyethyl (5-hydroxy-3,4,6-trimethylpyridin-2-yl)carbamate